S(=O)(=O)([O-])[O-].OC[PH3+].OC[PH3+] (hydroxymethyl)phosphonium sulfate